C(C)(C)(C)C=1C=C(C=C(C1O)C(C)(C)C)CCC(=O)NCCCCCCNC(CCC1=CC(=C(C(=C1)C(C)(C)C)O)C(C)(C)C)=O bis-[3-(3,5-di-t-butyl-4-hydroxyphenyl)propionyl]hexamethylenediamine